N1C(=CC=2C=NC=CC21)CNC(CN2C(=NC=C(C2=O)NCCCC2=CC=CC=C2)C2=CC=C(C=C2)OCS(N)(=O)=O)=O N-((1H-pyrrolo[3,2-c]pyridine-2-yl)methyl)-2-(6-oxo-5-((3-phenylpropyl)amino)-2-(4-(sulfamoylmethoxy)phenyl)pyrimidin-1(6H)-yl)acetamide